ClC1=C(C=CC=C1)CC(=O)NC1=CC(=C(C=C1)C=1C=NN(C1)C1OCCCC1)S(N=CN(C)C)(=O)=O 2-(2-chlorophenyl)-N-(3-{[(dimethylamino)methylene]sulfamoyl}-4-[1-(tetrahydro-2H-pyran-2-yl)-1H-pyrazol-4-yl]phenyl)acetamide